p-divinyl-1,2-diphenylethane C(=C)C(CC1=CC=CC=C1)C1=CC=C(C=C1)C=C